1-(2-methoxyethyl)-N-(3-(6-(methylamino)imidazo[1,2-a]pyridin-3-yl)phenyl)piperidine-4-Carboxamide COCCN1CCC(CC1)C(=O)NC1=CC(=CC=C1)C1=CN=C2N1C=C(C=C2)NC